C1(CC1)CS(=O)(=O)C1=CC=C(C=C1)C(C(=O)O)CO 2-(4-((cyclopropylmethyl)sulfonyl)phenyl)-3-hydroxypropionic acid